4-(2-(cyclopropanesulfonylamino)pyrimidin-4-yl)-N-(5-(6-ethoxypyrazin-2-yl)pyridin-2-yl)tetrahydro-2H-pyran-4-carboxamide tert-butyl-((1S,3s)-3-aminocyclopentyl)carbamate C(C)(C)(C)N(C(O)=O)[C@@H]1C[C@H](CC1)N.C1(CC1)S(=O)(=O)NC1=NC=CC(=N1)C1(CCOCC1)C(=O)NC1=NC=C(C=C1)C1=NC(=CN=C1)OCC